O(C1=CC=CC=C1)C1=CC=C(C=C1)C1=NN2C(NCC[C@H]2C2CCN(CC2)C(C=C)=O)=C1C(=O)N (7S)-2-(4-phenoxyphenyl)-7-(1-prop-2-enoylpiperidin-4-yl)-4,5,6,7-tetrahydropyrazolo[1,5-a]pyrimidine-3-carboxamide